CC1(NC(C2=C1SC(=C2)C2=NC(=NC=C2C(F)(F)F)N[C@@H]2[C@@H](CN(CC2)S(=O)(=O)C)C)=O)C 6,6-Dimethyl-2-(2-(((3R,4S)-3-methyl-1-(methylsulfonyl)piperidin-4-yl)amino)-5-(trifluoromethyl)pyrimidin-4-yl)-5,6-dihydro-4H-thieno[2,3-c]pyrrol-4-one